5-(3-chloro-2-fluorophenyl)-6-ethylpyrimidine-2,4-diamine ClC=1C(=C(C=CC1)C=1C(=NC(=NC1CC)N)N)F